pyridothiazolidine S1CNC2=C1C=CC=N2